tert-butyl (5-bromothiazol-2-yl)((2-(trimethylsilyl)ethoxy)methyl)carbamate BrC1=CN=C(S1)N(C(OC(C)(C)C)=O)COCC[Si](C)(C)C